ClC1=C(C=CC(=C1)C)C1=C(C2=C(CCC1)C=C(C=C2)O)C2=CC=C(C=C2)O[C@@H]2CN(CC2)CCCF 6-(2-chloro-4-methyl-phenyl)-5-[4-[(3S)-1-(3-fluoropropyl)pyrrolidin-3-yl]oxyphenyl]-8,9-dihydro-7H-benzo[7]annulen-2-ol